aspartic acid monopotassium salt [K+].N[C@@H](CC(=O)O)C(=O)[O-]